ClC=1C(=NC(=NC1)NC1CCOCC1)C1=CC=C2CN(C(C2=C1)=O)CC(=O)N[C@@H]1[C@H](CC2=CC=CC=C12)O 2-(6-{5-chloro-2-[(oxacyclohex-4-yl)amino]pyrimidin-4-yl}-1-oxo-2,3-dihydro-1H-isoindol-2-yl)-N-[(1S,2S)-2-hydroxy-2,3-dihydro-1H-inden-1-yl]acetamide